OC=1C=C2C=C(NC2=CC1O)C(=O)O 5,6-dihydroxy-2-indolecarboxylic acid